(trihydroxysilyl)propyldimethyloctadecyl-ammonium chloride [Cl-].O[Si](O)(O)CCC[N+](CCCCCCCCCCCCCCCCCC)(C)C